(S)-3-(2-chloroquinazolin-7-yl)-4-methyloxazolidin-2-one ClC1=NC2=CC(=CC=C2C=N1)N1C(OC[C@@H]1C)=O